FC1(C(C1)C=1C=C(C=CC1)C1=CC=C(C=C1)[C@H](CO)NC(=O)NC=1N=C(SC1)C#C)F 1-((1R)-1-(3'-(2,2-difluorocyclopropyl)-[1,1'-biphenyl]-4-yl)-2-hydroxyethyl)-3-(2-ethynyl-thiazol-4-yl)urea